FC1=CC=C(OC2=C(C=C(C=C2)C=2OC=3N=CN=C(C3N2)O)[N+](=O)[O-])C=C1 2-[4-(4-Fluorophenoxy)-3-nitrophenyl]-7-hydroxy-oxazolo[5,4-d]pyrimidine